The molecule is any one of a group of polyprenols made up of varying numbers of cis-linked isoprene units, terminating in an alpha-saturated isoprenoid group containing an alcohol functional group. Dolichol used by archaea is is generally much shorter (C55-C60) than that used by eukaryotes and may have additional saturation positions in the chain. It is an isoprenoid and a polyprenol. CC(C)CCC/C(=C/CC/C(=C/CC/C(=C\\CCC(C)CCO)/C)/C)/C